4-bromo-1-(2-((tert-butyldimethylsilyl)oxy)ethyl)-3-ethyl-1H-pyrazole BrC=1C(=NN(C1)CCO[Si](C)(C)C(C)(C)C)CC